C(C)(C)(C)OC(NC1=CC(=C(C=C1)C)CCC1=CN=C(S1)NC1=NC=CN=C1)=O (4-Methyl-3-(2-(2-(pyrazin-2-ylamino)thiazol-5-yl)ethyl)phenyl)carbamic acid tert-butyl ester